OCC1=C(N=NN1C)C1=CC=C(O[C@@H]2C[C@H](CCC2)C(=O)OCC)C=C1 (1S,3S)-ethyl 3-(4-(5-(hydroxymethyl)-1-methyl-1H-1,2,3-triazol-4-yl)phenoxy)cyclohexanecarboxylate